4-[(2-FORMYLPHENOXY)METHYL]BENZOIC ACID C(=O)C1=C(OCC2=CC=C(C(=O)O)C=C2)C=CC=C1